3-((2-(1-(N-(2-(Dinonylamino)ethyl)-N-nonylglycyl)piperidin-4-yl)ethyl)(nonyl)amino)propylhexanoate C(CCCCCCCC)N(CCN(CC(=O)N1CCC(CC1)CCN(CCCOC(CCCCC)=O)CCCCCCCCC)CCCCCCCCC)CCCCCCCCC